O(C1=CC=CC=C1)C=1C=C(C=C(C(=O)OC)C1)C(=O)OC Dimethyl 5-phenoxyisophthalate